Cl.BrC1=CC=C(C2=CC=CC=C12)[C@@H](C)N (R)-1-(4-bromonaphthalen-1-yl)ethan-1-amine hydrochloride